N-(tert-butyloxy)carbonylpropargylamine C(C)(C)(C)OC(=O)NCC#C